C(C1=CC=CC=C1)C=1C(=NC=2N(C1)C1=C(N2)C=CC=C1)N Benzylbenzo[4,5]imidazo[1,2-a]pyrimidin-2-amine